C(C=C)(=O)OC(CCP(O)(O)=O)O.C1(=CC=CC=C1)C(=O)C1=CN(C2=CC=CC=C2C1)S(=O)(=O)C1=CC=C(C)C=C1 Phenyl-(1-tosyl-1,4-dihydroquinolin-3-yl)methanon acryloxy-3-hydroxypropyl-phosphonate